C(C)(C)C=1CC(C(CC1)C(=O)O)C(=O)O 4-isopropyl-4-cyclohexene-1,2-dicarboxylic acid